(5-Amino-3H-pyrrolo[3,2-f]isoquinolin-2-yl)-(3-methoxy-pyridin-4-yl)-methanone NC=1C=C2C(=C3C=CN=CC13)C=C(N2)C(=O)C2=C(C=NC=C2)OC